C1=CC=CC=2C3=CC=CC=C3N(C12)C1=C(C=C(C(=C1)N1C2=CC=CC=C2C=2C=CC=CC12)C1=CC(=C(C=C1N1C2=CC=CC=C2C=2C=CC=CC12)N1C2=CC=CC=C2C=2C=CC=CC12)C#N)C#N 4,4',6,6'-tetra(9H-carbazol-9-yl)-[1,1'-biphenyl]-3,3'-dicarbonitrile